5-hydroxy-4-(2-methylpropyl)imidazolidin-2-one OC1C(NC(N1)=O)CC(C)C